3-(2'-(diphenylphosphino)-[1,1'-biphenyl]-2-yl)propionic acid C1(=CC=CC=C1)P(C1=C(C=CC=C1)C1=C(C=CC=C1)CCC(=O)O)C1=CC=CC=C1